1-methoxy-2-(methoxymethyl)-2-methylhexane COCC(CCCC)(C)COC